2-{[6-({2,2-difluoro-6-azaspiro[3.4]octan-6-yl}methyl)imidazo[1,2-a]pyridin-2-yl]methyl}-5-{7-oxa-2-azaspiro[3.5]nonan-2-yl}-1,2-dihydro-2,7-naphthyridin-1-one FC1(CC2(C1)CN(CC2)CC=2C=CC=1N(C2)C=C(N1)CN1C(C2=CN=CC(=C2C=C1)N1CC2(C1)CCOCC2)=O)F